4,10-dimethyltridecan-7-ol CC(CCC)CCC(CCC(CCC)C)O